2-(tetrahydro-2H-pyran-4-yl)imidazo[1,2-a]pyridine-6-carboxamide O1CCC(CC1)C=1N=C2N(C=C(C=C2)C(=O)N)C1